2-amino-3-phenylpropyl (aminocarbonyl)methylcarbamate NC(=O)CNC(OCC(CC1=CC=CC=C1)N)=O